tert-butyl ((1R,2S)-2-methoxycyclopentyl)carbamate CO[C@@H]1[C@@H](CCC1)NC(OC(C)(C)C)=O